tert-butyl (3S)-3-[6-(2-cyano-3,6-difluoro-phenoxy)-5-methoxy-4-oxo-quinazolin-3-yl]-1-oxa-8-azaspiro[4.5]decane-8-carboxylate C(#N)C1=C(OC=2C(=C3C(N(C=NC3=CC2)[C@@H]2COC3(C2)CCN(CC3)C(=O)OC(C)(C)C)=O)OC)C(=CC=C1F)F